C(C)(C)(C)C=1C(=C(CC(C(=O)OCCCCCCCCCCCCCCCCCC)(C(=O)OCCCCCCCCCCCCCCCCCC)CC2=C(C(=CC(=C2)C(C)(C)C)C(C)(C)C)O)C=C(C1)C(C)(C)C)O dioctadecyl 2,2-bis-(3,5-di-tert-butyl-2-hydroxy-benzyl)-malonate